ClC=1C(=NC=C(C1)CCCOC)[N+](=O)[O-] 3-chloro-5-(3-methoxypropyl)-2-nitropyridine